C[SiH](C)[Zr](C1CCC2CC=CC=C12)C1CCC2CC=CC=C12 dimethylsilylbis-(tetrahydroindenyl)zirconium